2-(6-(((1S,2S,3R,5R)-2-fluoro-1,5-dimethyl-9-azabicyclo[3.3.1]nonan-3-yl)(methyl)amino)pyridazin-3-yl)-5-(5-methyl-2H-tetrazol-2-yl)phenol F[C@@H]1[C@@]2(CCC[C@](C[C@H]1N(C1=CC=C(N=N1)C1=C(C=C(C=C1)N1N=C(N=N1)C)O)C)(N2)C)C